ClC=1C=C2C=NC(=NC2=CC1C1CCN(CC1)C[C@@H](O)C1=CC(=C(C=C1)F)F)NC=1C=NN(C1C)C1CC1 (1S)-2-(4-{6-chloro-2-[(1-cyclopropyl-5-methyl-1H-pyrazol-4-yl)amino]quinazolin-7-yl}piperidin-1-yl)-1-(3,4-difluorophenyl)ethan-1-ol